NC=1C=C(C=CC1)C1=CC=C(C=C1)OC 3'-amino-4-methoxy-[1,1'-biphenyl]